OC1(C[C@H](C(C(C1)O)O)O)C(=O)O (1S,3R,4s)-1,3,4,5-tetrahydroxycyclohexanecarboxylic acid